2-(ethylmercaptothiocarbonylthio)-2-methylpropanoic acid C(C)SC(=S)SC(C(=O)O)(C)C